COC(=O)C1=CC=2N(C=C1)N=CN2 [1,2,4]triazolo[1,5-a]pyridine-7-carboxylic acid methyl ester